4-(1-ethoxy-1-oxopropan-2-yl)pyrrolidine-1-carboxylic acid tert-butyl ester C(C)(C)(C)OC(=O)N1CCC(C1)C(C(=O)OCC)C